N1C(=NC=C1)C(N(C(C#C)=O)C1=CC(=C(C=C1)OC)Cl)C1=CC=CC=C1 N-((1H-imidazol-2-yl)(phenyl)methyl)-N-(3-chloro-4-methoxy-phenyl)propiolamide